chloro-N-(4-(chlorodifluoromethoxy)phenyl)-6-fluoroquinolin-2-amine ClC=1C(=NC2=CC=C(C=C2C1)F)NC1=CC=C(C=C1)OC(F)(F)Cl